3-phenylproline C1(=CC=CC=C1)C1[C@H](NCC1)C(=O)O